FC=1C(=CC=2C3=C(N=NC2C1)N(C(N3C(C)C)=O)C)C=3C=NC(=CC3)OCCCN3C[C@H](CC3)F (S)-7-fluoro-8-(6-(3-(3-fluoropyrrolidin-1-yl)propoxy)pyridin-3-yl)-1-isopropyl-3-methyl-1,3-dihydro-2H-imidazo[4,5-c]cinnolin-2-one